1-(3-(4-chloro-3-cyclopropyl-1H-pyrrolo[2,3-b]pyridin-5-yl)phenyl)-4-(2-methoxyacetyl)piperazin-2-one ClC1=C2C(=NC=C1C=1C=C(C=CC1)N1C(CN(CC1)C(COC)=O)=O)NC=C2C2CC2